2,2,4,4-Tetramethylbenzophenone CC1(C(C(=O)C2=CC=CC=C2)C=CC(C1)(C)C)C